3-(Furan-2-yl)propan-1-ol O1C(=CC=C1)CCCO